3-amino-2-((5-chloro-6-fluoro-1-(tetrahydro-2H-pyran-2-yl)-1H-indazol-4-yl)oxy)isonicotinic acid methyl ester COC(C1=C(C(=NC=C1)OC1=C2C=NN(C2=CC(=C1Cl)F)C1OCCCC1)N)=O